N-((1S,2R)-2-((6-(2,6-dichloro-3,5-dimethoxyphenyl)quinazolin-2-yl)amino)cyclohexyl)acrylamide ClC1=C(C(=C(C=C1OC)OC)Cl)C=1C=C2C=NC(=NC2=CC1)N[C@H]1[C@H](CCCC1)NC(C=C)=O